3-(5-chloropyrimidin-2-yl)-2-methoxyaniline 3,8-Diazabicyclo[3.2.1]octane-8-carboxylate C12CNCC(CC1)N2C(=O)O.ClC=2C=NC(=NC2)C=2C(=C(N)C=CC2)OC